[Si].[B].[Cr].[Fe].N(=[N+]=[N-])C1=C(C=NC(=C1)Br)C1(NC2=C(C(=CC=C2)Cl)Cl)C(C=CC=C1)C (E)-1-(4-azido-6-bromopyridin-3-yl)-N-(2,3-dichlorophenyl)toluidine iron-chromium-boron-silicon